C(C)(C)(C)N1C(N(C(C1)CC(=O)NC=1C=CC=C2C=CC=NC12)C(C)(C)C)=O 2-(1,3-di-tert-butyl-2-oxoimidazolidin-4-yl)-N-(quinolin-8-yl)acetamide